FC1=CC=C2C=NC(=NC2=C1)N[C@H]1CN(CCC1)C(=O)C1=CC=C(C=C1)NC(C=C)=O (R)-N-(4-(3-((7-fluoroquinazolin-2-yl)amino)piperidine-1-carbonyl)phenyl)acrylamide